1-(3,3-Dimethylazetidin-1-yl)-2-(2-phenyl-1,2,3,4-tetrahydroquinolin-6-yl)ethan-1-one CC1(CN(C1)C(CC=1C=C2CCC(NC2=CC1)C1=CC=CC=C1)=O)C